2-bromo-5-(3-(4,4-difluoropiperidin-1-yl)propoxy)pyridine BrC1=NC=C(C=C1)OCCCN1CCC(CC1)(F)F